N1=CC=C(C=C1)NC(C1=CC=NC=C1)=O N-(pyridine-4-yl)isonicotinamide